S1C=C(C=C1)CN1CC2N(C(CNC2=O)=O)CC1 8-[(thiophen-3-yl)methyl]tetrahydro-2H-pyrazino[1,2-a]pyrazine-1,4(3H,6H)-dione